behenylacrylate C(CCCCCCCCCCCCCCCCCCCCC)OC(C=C)=O